C(CCCCC=C)OCC#N 2-(hept-6-en-1-yloxy)acetonitrile